2-bromo-2-(4-chloro-2-methoxy-phenyl)-1-(6-fluoro-7-methyl-1H-indol-3-yl)ethanone BrC(C(=O)C1=CNC2=C(C(=CC=C12)F)C)C1=C(C=C(C=C1)Cl)OC